C(#N)[C@]1(OC([C@H]2OC(O[C@H]21)(C)C)CO)C2=CC=C1C(=NC=NN12)C(=O)N(C)C (7-((3aR,4R,6aR)-4-cyano-6-(hydroxymethyl)-2,2-dimethyltetrahydrofurano[3,4-d][1,3]dioxol-4-yl)pyrrolo[2,1-f][1,2,4]triazin-4-yl)-N,N-dimethylformamide